C1(=CC=CC=C1)C([C@H]1NCCC1)(O[Si](C1=CC=CC=C1)(C1=CC=CC=C1)C)C1=CC=CC=C1 (S)-2-(diphenyl-((methyldiphenylsilyl)oxy)methyl)pyrrolidine